BrC1=C2CCN(C2=CC=C1)C(=O)C1=C(C(=C(C=O)C=C1Cl)OC)F 4-(4-bromoindoline-1-carbonyl)-5-chloro-3-fluoro-2-methoxybenzaldehyde